1,3-dimethyl-2,4-dioxo-1,2,3,4-tetrahydropyrimidine-5-carbonyl chloride CN1C(N(C(C(=C1)C(=O)Cl)=O)C)=O